(S)-7-(3-(difluoromethoxy)-5-fluorophenyl)-3-(tetrahydrofuran-3-yl)-1-((3-(trifluoromethyl)phenyl)sulfonyl)-2,3-dihydroquinazolin-4(1H)-one FC(OC=1C=C(C=C(C1)F)C1=CC=C2C(N(CN(C2=C1)S(=O)(=O)C1=CC(=CC=C1)C(F)(F)F)[C@@H]1COCC1)=O)F